2-methyl-5-methylsulfanyl-pyrazol-3-amine CN1N=C(C=C1N)SC